COCC=1C=C(C=CC1)NC=1N=CN=NC1C(=O)N 5-((3-(methoxymethyl)phenyl)amino)-1,2,4-triazine-6-carboxamide